C(#N)C=1C=CC=CC1C=1C(=NC(=CC1)C1=CC=CC=C1)C1=CC=CC=C1 5-cyano-6-(2,6-diphenylpyridin-3-yl)benzene